1,1-difluorobromoethanol FC(CBr)(O)F